5-benzyl-7,8-dihydropyrido[2,3-b]pyrazin-6(5H)-one C(C1=CC=CC=C1)N1C(CCC=2C1=NC=CN2)=O